The molecule is a dioxolane that is 1,3-dioxolane which is substituted at positions 2, 2, and 4 by 2,4-dichlorophenyl, 1H-1,2,4-triazol-1-ylmethyl, and [4-(4-isopropylpiperazin-1-yl)phenoxy]methyl groups, respectively. It is a N-alkylpiperazine, a N-arylpiperazine, an aromatic ether, a dioxolane, a member of triazoles, a cyclic ketal and a dichlorobenzene. CC(C)N1CCN(CC1)C2=CC=C(C=C2)OCC3COC(O3)(CN4C=NC=N4)C5=C(C=C(C=C5)Cl)Cl